tert-butyl 7-(1-((2,7-dimethylimidazo[1,2-a]pyridin-6-yl)carbamoyl)-2,3-dihydro-1H-pyrrolo[2,3-b]pyridin-4-yl)-4,7-diazaspiro[2.5]octane-4-carboxylate CC=1N=C2N(C=C(C(=C2)C)NC(=O)N2CCC=3C2=NC=CC3N3CCN(C2(CC2)C3)C(=O)OC(C)(C)C)C1